FC1=CC2=C(N=C(N=C2)[S@](=O)C)N(C1=O)[C@H]1[C@](CCC1)(C)O |&1:9,o1:15,16| (±)-6-fluoro-8-[(1R*,2R*)-2-hydroxy-2-methylcyclopentyl]-2-(methylsulfinyl)-pyrido-[2,3-d]pyrimidin-7(8H)-one